NC1=CC(=C(C=C1)N1CCC(CC1)CN1CCN(CC1)C(=O)OC(C)(C)C)F tert-Butyl 4-{[1-(4-amino-2-fluorophenyl)piperidin-4-yl]methyl}piperazine-1-carboxylate